(3-methoxyphenyl)-N-(4-(methylsulfonyl)phenyl)thiazol-2-amine COC=1C=C(C=CC1)C=1N=C(SC1)NC1=CC=C(C=C1)S(=O)(=O)C